N1(CCCC1)C1=C(CN2CCN(CC2)C(=O)NC2=C(C=C(C=C2Cl)Cl)Cl)C=CC=C1 4-(2-(pyrrolidin-1-yl)benzyl)-N-(2,4,6-trichlorophenyl)piperazine-1-carboxamide